COCCOCN1C(OC(C1)(C)COCC1=C(C(=O)NC2=NN=NN2C)C=CC(=N1)C(F)(F)F)=O 2-(((3-((2-methoxyethoxy)methyl)-5-methyl-2-oxooxazolidin-5-yl)methoxy)methyl)-N-(1-methyl-1H-tetrazol-5-yl)-6-(trifluoromethyl)nicotinamide